Cl.Cl.C(C)(C)(C)C1CCN(CC1)C=1C=C(C=CC1O[C@@H]1CNCC1)C(=O)N1CCC(CC1)OC1=CC(=CC(=C1)N1CCNCC1)F (S)-(3-(4-(tert-butyl)piperidin-1-yl)-4-(pyrrolidin-3-yloxy)phenyl)(4-(3-fluoro-5-(piperazin-1-yl)phenoxy)piperidin-1-yl)methanone dihydrochloride